C(C(C)=C)S(=O)(=O)O methallyl-sulphonic acid